BrC=1C=C(SC1)CN1C(NN=C1)=O 4-((4-bromothiophen-2-yl)methyl)-2,4-dihydro-3H-1,2,4-triazol-3-one